C1=COC=2C(NC=3C=CC=CC3C21)=O furo[2,3-c]quinolin-4(5H)-one